4-fluoro-1-isobutyl-N-(6-(5,6,7,8-tetrahydroimidazo[1,2-a]pyrazin-3-yl)isoquinolin-3-yl)piperidine-4-carboxamide FC1(CCN(CC1)CC(C)C)C(=O)NC=1N=CC2=CC=C(C=C2C1)C1=CN=C2N1CCNC2